tantalum-antimony-selenium [Se].[Sb].[Ta]